C(CCCCCCC)OC(CCC1=CC(=C(C(=C1)C(C)(C)C)O)C(C)(C)C)=O 3-(3',5'-Di-tert-butyl-4'-hydroxyphenyl)propionic acid octyl ester